(R)-N-(1-(3-amino-5-(trifluoromethyl)phenyl)ethyl)-6-methoxy-2-methylfuro[2,3-h]quinazolin-4-amine NC=1C=C(C=C(C1)C(F)(F)F)[C@@H](C)NC1=NC(=NC2=C3C(=C(C=C12)OC)OC=C3)C